5-fluoro-4-[3-methyl-5-oxo-4-(prop-2-yl)-4,5-dihydro-1H-1,2,4-triazol-1-yl]-2-[(2S)-pent-2-yloxy]-N-[3-(trifluoromethyl)phenyl]benzamide FC=1C(=CC(=C(C(=O)NC2=CC(=CC=C2)C(F)(F)F)C1)O[C@@H](C)CCC)N1N=C(N(C1=O)C(C)C)C